(R)-6-((3-aminopiperidin-1-yl)methyl)-N-(4-(4-morpholino-7H-pyrrolo[2,3-d]pyrimidin-6-yl)phenyl)picolinamide N[C@H]1CN(CCC1)CC1=CC=CC(=N1)C(=O)NC1=CC=C(C=C1)C1=CC2=C(N=CN=C2N2CCOCC2)N1